Sodium Lauroyl Hydroxypropyl-Sulfonate butyl-3-bromo-5-((5-bromo-2,4-difluorophenyl)(hydroxy)methyl)benzoate C(CCC)OC(C1=CC(=CC(=C1)C(O)C1=C(C=C(C(=C1)Br)F)F)Br)=O.OCCCS(=O)(=O)OC(CCCCCCCCCCC)=O.[Na]